C(C)O[Si](OCC)(OCC)N[Si](OCC)(OCC)OCC bis-(triethoxysilyl)amine